[Br-].[Ti+] Titanium monobromide